C1CN(CCC12CCNCC2)C2=CC=C(C=C2)NC=2C(=NC=C(N2)N2C[C@@H](CCC2)N2C(N(CC2)C)=O)C(=O)N (R)-3-((4-(3,9-diazaspiro[5.5]undec-3-yl)phenyl)amino)-5-(3-(3-methyl-2-oxoimidazolidin-1-yl)piperidin-1-yl)pyrazine-2-carboxamide